N-(4-fluorophenyl)-N-methyl-6-oxo-1-(prop-2-yn-1-yl)-1,6-dihydropyridine-2-carboxamide FC1=CC=C(C=C1)N(C(=O)C=1N(C(C=CC1)=O)CC#C)C